C(C)C=1NC(=C(N1)C)\C=C\1/C(NC2=CC=C(C=C12)CC#C[NH-])=O (Z)-N-(3-((2-ethyl-4-methyl-1H-imidazol-5-yl)methylene)-2-oxoindolin-5-yl)propynyl-amide